The molecule is an indolizidine alkaloid that is 3,12-didehydrogalanthan substituted by hydroxy groups at positions and 2 and a methylenedioxy group across positions 9 and 10. Isolated from Crinum asiaticum, it has been shown to exhibit antimalarial activity. It has a role as a protein synthesis inhibitor, an antimalarial, a plant metabolite and an anticoronaviral agent. It derives from a hydride of a galanthan. C1CN2CC3=CC4=C(C=C3[C@H]5[C@H]2C1=C[C@@H]([C@H]5O)O)OCO4